C[C@H]1CCC2=C(CC[C@H](C[C@@H]12)C(=C)C)C δ-guaiene